2,2'-methylene-bis-(4,6-di-tert-butylphenyl) phosphate P1(=O)(OC2=C(C=C(C=C2C(C)(C)C)C(C)(C)C)CC2=C(C(=CC(=C2)C(C)(C)C)C(C)(C)C)O1)[O-]